1-cyclohexyl-2-(3-nitrophenyl)-1,6-dihydrodipyrrolo[2,3-b:2',3'-d]Pyridine C1(CCCCC1)N1C(=CC=2C1=C1C(=NC2)NC=C1)C1=CC(=CC=C1)[N+](=O)[O-]